F[C@@H]1COCC[C@@H]1NC1=NN2C(C=NC(=C2O[C@H](C(F)(F)F)C)C=2C=NNC2)=N1 N-((3S,4S)-3-Fluorotetrahydro-2H-pyran-4-yl)-6-(1H-pyrazol-4-yl)-5-(((s)-1,1,1-trifluoropropan-2-yl)oxy)-[1,2,4]triazolo[1,5-a]pyrazin-2-amine